7,7-dimethyl-1,4,5,8-tetrahydrooxepino[4,5-c]pyrazole-3-carboxylic acid CC1(OCCC2=C(NN=C2C(=O)O)C1)C